S1C(=CC=C1)C(CC(=O)C=1SC=CC1)=O 1,3-bis(thien-2-yl)propane-1,3-dione